benzyl {[(2R)-1-hydroxy-2-methylbut-3-yn-2-yl]amino}methanoate OC[C@](C#C)(C)NC(=O)OCC1=CC=CC=C1